cis-tert-butyl (2R,6S)-4-[7-fluoro-8-({8-fluoro-2-methylimidazo[1,2-a]pyridin-6-yl}carbamoyl)quinoxalin-5-yl]-2,6-dimethylpiperazine-1-carboxylate FC1=CC(=C2N=CC=NC2=C1C(NC=1C=C(C=2N(C1)C=C(N2)C)F)=O)N2C[C@H](N([C@H](C2)C)C(=O)OC(C)(C)C)C